C(#N)C1=NC=CC(=C1)SC1=C(C(=O)[O-])C=CC=C1 2-[(2-cyano-4-pyridyl)thio]benzoate